1-(3-methoxyphenyl)-9H-pyrido[3,4-b]Indole-3-carboxylic acid COC=1C=C(C=CC1)C1=NC(=CC2=C1NC1=CC=CC=C21)C(=O)O